ClC=1C=C(C=C(C1OC=1C=C2CCN(C(C2=CC1)=O)CC1=CC(=C(C=C1)F)Cl)Cl)N1NC=CN=C1 2-(3,5-dichloro-4-((2-(3-chloro-4-fluorobenzyl)-1-oxo-1,2,3,4-tetrahydroisoquinoline-6-yl)oxy)phenyl)-1,2,4-triazine